4-(4-iodo-3,5-dimethyl-phenyl)-1-methyl-1H-pyrimidin-2-one IC1=C(C=C(C=C1C)C1=NC(N(C=C1)C)=O)C